NC(CN(S(=O)(=O)C)C1(CC1)C1=CC(=C(C=C1)F)C(F)(F)F)(C)C N-(2-amino-2-methylpropyl)-N-(1-(4-fluoro-3-(trifluoromethyl)phenyl)cyclopropyl)-Methanesulfonamid